FC1=C(C=2C=NC(=NC2C=C1C1=C(C2=C(OCCN2)N=C1)C)NC=1C=C2CC(N(CC2=CC1)C)(C)C)N 6-fluoro-7-(8-methyl-2,3-dihydro-1H-pyrido[2,3-b][1,4]oxazin-7-yl)-N2-(2,3,3-trimethyl-1,2,3,4-tetrahydroisoquinolin-6-yl)quinazoline-2,5-diamine